3-Morpholino-1-propylamine O1CCN(CC1)CCCN